1-methyl-4-[4-methyl-4-(5-methyl-1,3-benzoxazol-2-yl)piperidin-1-yl]-6-[(oxetan-3-yl)oxy]-2-oxo-1,2-dihydroquinoline-3-carbonitrile CN1C(C(=C(C2=CC(=CC=C12)OC1COC1)N1CCC(CC1)(C=1OC2=C(N1)C=C(C=C2)C)C)C#N)=O